((6-Chloro-1,3,5-triazine-2,4-diyl)bis(piperazine-4,1-diyl))bis(ethane-1-one) ClC1=NC(=NC(=N1)N1CCN(CC1)CC=O)N1CCN(CC1)CC=O